OC1=NC=C(C(=C1)C1=CC=2N(C=C1)N=C(C2)NC(=O)C2CC2)OC2CCC(CC2)OC2OCCCC2 N-(5-(2-hydroxy-5-(((1r,4r)-4-((tetrahydro-2H-pyran-2-yl)oxy)cyclohexyl)oxy)pyridin-4-yl)pyrazolo[1,5-a]pyridin-2-yl)cyclopropanecarboxamide